N-(5-((4-(5-Chloro-1H-indol-1-yl)pyrimidin-2-yl)amino)-2-((2-(dimethylamino)ethyl)(methyl)amino)-4-methoxyphenyl)acrylamide ClC=1C=C2C=CN(C2=CC1)C1=NC(=NC=C1)NC=1C(=CC(=C(C1)NC(C=C)=O)N(C)CCN(C)C)OC